4-octyloxyPhenyl-2,4,6-trimethoxyphenyliodonium C(CCCCCCC)OC1=CC=C(C=C1)[I+]C1=C(C=C(C=C1OC)OC)OC